FC(C=1C(=C(C=CC1)[C@@H](C)NC(=O)C1=CNC(C=C1N[C@H]1[C@H](CN(CC1)C)F)=O)F)F N-((R)-1-(3-(difluoromethyl)-2-fluorophenyl)ethyl)-4-(((3S,4R)-3-fluoro-1-methylpiperidin-4-yl)amino)-6-oxo-1,6-dihydropyridine-3-carboxamide